N-(4-((2-(1,1-difluoroethyl)-6-methylpyrimidin-4-yl)amino)-5-(2-(4-methylpiperazin-1-yl)ethoxy)pyridin-2-yl)acetamide FC(C)(F)C1=NC(=CC(=N1)NC1=CC(=NC=C1OCCN1CCN(CC1)C)NC(C)=O)C